NCC1(C[C@@H]([C@H](C1)C)C)CC(=O)O (3S,4S)-(1-(aminomethyl)-3,4-dimethylcyclopentyl)acetic acid